(4-bromopyridin-2-yl)(oxetan-3-yl)methanol BrC1=CC(=NC=C1)C(O)C1COC1